ClC1=CC2=C(C(C=3NC4=CC(=CC=C4C3C2=O)C#CCO)(C)C)C=C1N1CCN(CC1)C1CC1 9-chloro-8-(4-cyclopropylpiperazin-1-yl)-3-(3-hydroxyprop-1-yne-1-yl)-6,6-dimethyl-5,6-dihydro-11H-benzo[b]carbazol-11-one